C(C=C)N1C2=C(OCC1=O)C=C(C(=C2)N)F 4-allyl-6-amino-7-fluoro-2H-benzo[b][1,4]oxazin-3(4H)-one